1-(3-chloro-3'-(5-(4-(2-cyclopropylpropan-2-yl)piperazin-1-yl)-6-methoxypyridin-3-yl)-5'-fluoro-2'-hydroxy-[1,1'-biphenyl]-4-yl)-3-methyl-1H-imidazol-2(3H)-one ClC=1C=C(C=CC1N1C(N(C=C1)C)=O)C1=C(C(=CC(=C1)F)C=1C=NC(=C(C1)N1CCN(CC1)C(C)(C)C1CC1)OC)O